3-(3-(Trifluoromethyl)-7-oxabicyclo[2.2.1]hepta-2,5-diene-2-carboxamido)propan FC(C1=C(C2C=CC1O2)C(=O)NCCC)(F)F